4-hydroxy-N,N-dimethyl-butyramide OCCCC(=O)N(C)C